[5-methyl-2-(1-methylethyl)cyclohexylcarbonyl]glycine CC1CCC(C(C1)C(=O)NCC(=O)O)C(C)C